C(C1=CC=CC=C1)C(C(=O)NC=1C(=NC2=C(C=CC=C2C1)Cl)C)(CC(C)C)C 2-benzyl-N-(8-chloro-2-methyl-3-quinolyl)-2,4-dimethyl-pentan-amide